SC(C(=O)SC(C(CS)S)=O)CS bis(2,3-dimercaptopropionyl) sulfide